O1CCN(CC1)CCCCCN(CCOC=1C=C(C=CC1)C(=O)N1CCCC1)C1=NC(=NC2=CC=CC=C12)N1CCCCC1 (3-(2-((5-morpholinopentyl)(2-(piperidin-1-yl)quinazolin-4-yl)amino)ethoxy)phenyl)(pyrrolidin-1-yl)methanone